FC1=C(C=CC=C1)COC=1C=CC2=C(C(=C(S2)C)C(=O)N[C@@H]2C(N(CC2)CCO)=O)C1 5-[(2-fluorophenyl)methoxy]-N-[(3S)-1-(2-hydroxyethyl)-2-oxopyrrolidin-3-yl]-2-methyl-1-benzothiophene-3-carboxamide